4-[2-[1-[(2,3-dichlorophenyl)methyl]imidazol-4-yl]pyridin-4-yl]-1H-triazole-5-carbonitrile C1=CC(=C(C(=C1)Cl)Cl)CN2C=C(N=C2)C3=NC=CC(=C3)C4C(NNN4)C#N